C1=CC=C(C(=C1)O)OS(=O)(=O)O The molecule is an aryl sulfate that is catechol with one of the two hydroxy groups substituted by a sulfo group. It has a role as a xenobiotic. It is an aryl sulfate and a member of phenols. It derives from a catechol. It is a conjugate acid of a pyrocatechol sulfate(1-).